FC1=CC=C(C=C1)N1C(C(=CC=C1)C(=O)NC1=NC=C(C=C1)OC1=CC=NC2=CN=C(C=C12)N1CCNCC1)=O 1-(4-fluorophenyl)-2-oxo-N-[5-[(6-piperazin-1-yl-1,7-naphthyridin-4-yl)oxy]-2-pyridyl]pyridine-3-carboxamide